N-(4-fluoro-3-methylphenyl)-5-(2-(((1s,3s)-3-hydroxy-1-methylcyclobutyl)amino)-2-oxoacetyl)-1,4-dimethyl-2-(thiazol-2-yl)-1H-pyrrole-3-carboxamide FC1=C(C=C(C=C1)NC(=O)C1=C(N(C(=C1C)C(C(=O)NC1(CC(C1)O)C)=O)C)C=1SC=CN1)C